N-(2-benzimidazolyl)urea N1=C(NC2=C1C=CC=C2)NC(=O)N